C(C)N(C(C1=C(C=CC(=C1)F)OC=1C(=NC=NC1)N1CC2(C1)CCN(CC2)C[C@H]2OC[C@@H](CC2)NS(N(C)CC)(=O)=O)=O)C(C)C N-Ethyl-2-((4-(7-(((2S,5R)-5-((N-ethyl-N-methylsulfamoyl)amino)tetrahydro-2H-pyran-2-yl)methyl)-2,7-diazaspiro[3.5]nonan-2-yl)pyrimidin-5-yl)oxy)-5-fluoro-N-isopropylbenzamide